O=C1NC(CCC1N1C(C2=CC=C(C=C2C1=O)N1CCNCC1)=O)=O 4-[2-(2,6-DIOXOPIPERIDIN-3-YL)-1,3-DIOXO-2,3-DIHYDRO-1H-ISOINDOL-5-YL]PIPERAZINE